OCC1=CC=C(C=N1)C1=CC=CC=2NC(NC21)=O 4-[6-(hydroxymethyl)pyridin-3-yl]-2,3-dihydro-1H-1,3-benzodiazol-2-one